Tert-butyl 7-[2-(2,6-dioxo-3-piperidyl)-1,3-dioxo-isoindolin-5-yl]-2,7-diazaspiro[3.5]nonane-2-carboxylate O=C1NC(CCC1N1C(C2=CC=C(C=C2C1=O)N1CCC2(CN(C2)C(=O)OC(C)(C)C)CC1)=O)=O